OCC(COC)NC(OC(C)(C)C)=O tert-butyl N-(1-hydroxy-3-methoxypropan-2-yl)carbamate